C(C)(C)C=1C(=NNC1C=1C=C(C=2N(C1)N=CN2)C)C(=O)N[C@H]2CNCC2 (R)-4-isopropyl-5-(8-methyl-[1,2,4]triazolo[1,5-a]pyridin-6-yl)-N-(pyrrolidin-3-yl)-1H-pyrazole-3-carboxamide